8-methyl-2-([(2S)-oxetan-2-yl]methyl)-4,5-dihydro-2H-furo[2,3-g]indazole-7-carboxylic acid CC1=C(OC=2CCC3=CN(N=C3C21)C[C@H]2OCC2)C(=O)O